2-(4-(4-(aminomethyl)-1-oxo-1,2-dihydrophthalazin-6-yl)-1-methyl-1H-pyrazol-5-yl)-4-methyl-1-naphthonitrile NCC1=NNC(C2=CC=C(C=C12)C=1C=NN(C1C1=C(C2=CC=CC=C2C(=C1)C)C#N)C)=O